OCCOC=1C(=C(C2=CC=C(C=C2C1)C1=CC2=CC=CC=C2C=C1)C1=CC=CC2=CC(=CC=C12)C1=CC2=CC=CC=C2C=C1)OCCO bis(2-hydroxyethoxy)-6,6'-di-2-naphthyl-1,1'-binaphthyl